3-(3,4-diaminophenethyl)-5-methyloxazolidin-4-one NC=1C=C(CCN2COC(C2=O)C)C=CC1N